3-Methoxybutyl-(7-fluoro-6-(8-methyl-2,3-dihydro-1H-pyrido[2,3-b][1,4]oxazin-7-yl)isochinolin-3-yl)carbamat COC(CCOC(NC=1N=CC2=CC(=C(C=C2C1)C1=C(C2=C(OCCN2)N=C1)C)F)=O)C